6-chloro-3-(3-chloro-5-fluorophenyl)-3-methyl-2,3-dihydroimidazo[1,5-a]pyridine-1,5-dione ClC1=CC=C2N(C1=O)C(NC2=O)(C)C2=CC(=CC(=C2)F)Cl